[Pd](Cl)Cl.C(C)P(CC)CC.C(C)P(CC)CC bis(triethylphosphine) palladium (II) chloride